Lauryl-Sodium C(CCCCCCCCCCC)[Na]